2-chloro-4-(3-fluorooxetan-3-yl)pyrimidine ClC1=NC=CC(=N1)C1(COC1)F